[Li].FC(S(=O)(=O)O)(F)F trifluoromethanesulfonic acid lithium